Tert-Butyl 3-[4-(4-chloro-2-fluoro-phenyl)-3-methylsulfonyl-phenyl]azetidine-1-carboxylate ClC1=CC(=C(C=C1)C1=C(C=C(C=C1)C1CN(C1)C(=O)OC(C)(C)C)S(=O)(=O)C)F